tert-Butyl 4-((2S,3R,4R)-1-acetyl-2,3-dimethyl-4-((4-(methylcarbamoyl)phenyl)amino)-1,2,3,4-tetrahydroquinolin-6-yl)piperazine-1-carboxylate C(C)(=O)N1[C@H]([C@@H]([C@H](C2=CC(=CC=C12)N1CCN(CC1)C(=O)OC(C)(C)C)NC1=CC=C(C=C1)C(NC)=O)C)C